ClC1=CC=C2C(=N1)N=C(O2)N2C[C@@H](N(CC2)C(=O)C2=CC=C(C=C2)C=2N=NN(C2)CC(C)(C)C)CO [(2R)-4-(5-chlorooxazolo[4,5-b]pyridin-2-yl)-2-(hydroxymethyl)piperazin-1-yl]-[4-[1-(2,2-dimethylpropyl)triazol-4-yl]phenyl]methanone